N-(3-(tert-butyl)isoxazol-5-yl)-2-(4-(5-(piperidin-4-yl)-1H-benzo[d]imidazol-1-yl)phenyl)acetamide C(C)(C)(C)C1=NOC(=C1)NC(CC1=CC=C(C=C1)N1C=NC2=C1C=CC(=C2)C2CCNCC2)=O